C(C1=CC=CC=C1)OC(C(C(=C)C)OC[C@@H]1[C@H](N(CC1)C(=O)OC(C)(C)C)COCC1=CC=CC=C1)=O tert-butyl (2S,3S)-3-(((1-(benzyloxy)-3-methyl-1-oxobut-3-en-2-yl)oxy)methyl)-2-((benzyloxy)methyl)pyrrolidine-1-carboxylate